[N+](#[C-])/C=C/C1=CC=C(C=C1)C1=CC=CC=C1 (E)-4-(2-isocyanovinyl)-1,1'-biphenyl